8-(2,6-diaminopyridin-3-yl)-6,7-difluoroquinolin-2-ol NC1=NC(=CC=C1C=1C(=C(C=C2C=CC(=NC12)O)F)F)N